3-fluoro-5-(1-(furan-3-yl)-1H-pyrazol-4-yl)benzyl-carbamic acid tert-butyl ester C(C)(C)(C)OC(NCC1=CC(=CC(=C1)C=1C=NN(C1)C1=COC=C1)F)=O